sarcosinate hydrochloride Cl.N(C)CC(=O)O